9,9-di(bromohexyl)-2,7-dibromofluorene BrCCCCCCC1(C2=CC(=CC=C2C=2C=CC(=CC12)Br)Br)CCCCCCBr